CC1(N(CCC(C1)C(=O)O)C(C1=CC=CC=C1)=O)[2H] methyl-1-benzoylpiperidine-4-carboxylic acid-2-d